[5-[4-(2-amino-6-methyl-pyrimidin-4-yl)-1,4-oxazepan-3-yl]-4-chloro-2-fluoro-phenyl]acetamide NC1=NC(=CC(=N1)N1C(COCCC1)C=1C(=CC(=C(C1)CC(=O)N)F)Cl)C